7-fluoro-2-((2-((4-methoxybenzyl)oxy)pyridin-3-yl)methyl)-6-(phenylthio)phthalazin-1(2H)-one FC1=C(C=C2C=NN(C(C2=C1)=O)CC=1C(=NC=CC1)OCC1=CC=C(C=C1)OC)SC1=CC=CC=C1